N-(1-(7-cyclopropyl-5-(3-methyl-2,4-dioxoimidazolidin-1-yl)imidazo[1,2-a]pyridin-2-yl)ethyl)-2-methylpropane-2-sulfinamide C1(CC1)C1=CC=2N(C(=C1)N1C(N(C(C1)=O)C)=O)C=C(N2)C(C)NS(=O)C(C)(C)C